O(C1=CC=CC=C1)C1=CC=C(C=C1)C1(CC1)C1=C(C(=O)N)C=CC=C1 (1-(4-phenoxyphenyl)cyclopropyl)benzamide